3,5-dimethylthiazolinium-2-carboxylate C[N+]1=C(SC(C1)C)C(=O)[O-]